NCCCN1C=[N+](C=C1)C 1-(3-aminopropyl)-3-methylimidazolium